2-[6-(azetidin-3-yl)thieno[2,3-c]pyridazin-3-yl]phenol N1CC(C1)C1=CC2=C(N=NC(=C2)C2=C(C=CC=C2)O)S1